C(#CCCCC)C1=C(C=CC=C1)NS(=O)(=O)C N-(2-(hex-1-yn-1-yl)phenyl)methanesulfonamide